N-(1-(azetidin-1-ylmethyl)cyclopropyl)-6-bromo-2,3-dihydro-1H-indene-1-carboxamide N1(CCC1)CC1(CC1)NC(=O)C1CCC2=CC=C(C=C12)Br